FC1=CC=C(C(=O)N[C@H](C(=O)NC2=CC=C(C=C2)S(NC(C)(C#C)C)(=O)=O)CC2=CC=CC=C2)C=C1 (S)-4-fluoro-N-(1-(4-(N-(2-methylbut-3-yn-2-yl)sulfamoyl)phenylamino)-1-oxo-3-phenylprop-2-yl)benzamide